O=C1NC(CCC1N1C(C2=CC=CC(=C2C1)C=1CCN(CC1)C(=O)OC(C)(C)C)=O)=O tert-butyl 4-[2-(2,6-dioxo-3-piperidyl)-1-oxo-isoindolin-4-yl]-3,6-dihydro-2H-pyridine-1-carboxylate